O[C@H]1[C@H](O[C@@]2([C@@H](CCO2)C2=C(C3=C(S2)C=CC(=C3)F)C(=O)N)[C@@H]([C@H]1N1N=NC(=C1)C1=CC(=C(C(=C1)F)F)F)O)CO ((4r,5s,7r,8r,9s,10r)-8,10-dihydroxy-7-(hydroxymethyl)-9-(4-(3,4,5-trifluorophenyl)-1H-1,2,3-triazol-1-yl)-1,6-dioxaspiro[4.5]dec-4-yl)-5-fluorobenzo[b]thiophene-3-carboxamide